(1R,3S)-3-(3-{[(2-meth-oxy-1,3-thiazol-5-yl)acetyl]amino}-1H-pyrazol-5-yl)cyclopentyl (3R)-3-methylmorpholine-4-carboxylate C[C@H]1N(CCOC1)C(=O)O[C@H]1C[C@H](CC1)C1=CC(=NN1)NC(CC1=CN=C(S1)OC)=O